(1-(hydroxyamino)-3-methyl-1-oxobutan-2-yl)-1-((2-methyl-[1,1'-biphenyl]-3-yl)methyl)piperidine-3-carboxamide ONC(C(C(C)C)C1N(CCCC1C(=O)N)CC=1C(=C(C=CC1)C1=CC=CC=C1)C)=O